ClC=1N=C(C2=C(N1)COC2)N2CC=1C=C(C=NC1CC2)N2C1=C(OCC2)N=CC=C1 1-[6-(2-chloro-5,7-dihydrofuro[3,4-d]pyrimidin-4-yl)-7,8-dihydro-5H-1,6-naphthyridin-3-yl]-2,3-dihydropyrido[2,3-b][1,4]oxazine